C(CC(C)CCC=C(C)C)CC(=O)O.C(CC(C)CCC=C(C)C)(=O)O citronellate (citronellyl acetate)